2-(tert-butylamino)-6-methylpyridine-3-carboxylic acid C(C)(C)(C)NC1=NC(=CC=C1C(=O)O)C